COC=1C=C2C(=CC=NC2=CC1OC)OC1=CC(=C(C=C1)C(C(=O)NC1=CC(=CC(=C1)C(F)(F)F)N1C=NC(=C1)C)(F)F)F 2-(4-((6,7-dimethoxyquinolin-4-yl)oxy)-2-fluorophenyl)-2,2-difluoro-N-(3-(4-methyl-1H-imidazol-1-yl)-5-(trifluoromethyl)phenyl)acetamide